FC(C=1C=C(C=C(C1)C(F)(F)F)NC=1C(=C2CCN(CC2=CC1)C(C=C)=O)C=1N=CN(C1)C)(F)F 1-(6-((3,5-bis(trifluoromethyl)phenyl)amino)-5-(1-methyl-1H-imidazol-4-yl)-3,4-dihydroisoquinolin-2(1H)-yl)prop-2-en-1-one